C12NCC(C1N1C=C(C=3C(=NC=4C(=C(C(=CC4C31)CCC#N)C3=CC(=CC1=CC=CC=C31)O)F)OC[C@H]3N(CCC3)C)CO)C2 3-(1-(2-Azabicyclo[2.1.1]hexan-5-yl)-6-fluoro-3-(hydroxymethyl)-7-(3-hydroxynaphthalen-1-yl)-4-(((S)-1-methylpyrrolidin-2-yl)methoxy)-1H-pyrrolo[3,2-c]quinolin-8-yl)propanenitrile